(4-((2-butyl-1H-imidazo[4,5-c]quinolin-1-yl)methyl)benzyl)carbamic acid tert-butyl ester C(C)(C)(C)OC(NCC1=CC=C(C=C1)CN1C(=NC=2C=NC=3C=CC=CC3C21)CCCC)=O